3-((2-((6-(1-Cyclopropyl-1H-pyrazol-3-yl)-5-methyl-2-(1-methyl-1H-imidazol-2-yl)pyrrolo[2,1-f][1,2,4]triazin-4-yl)amino)pyridin-4-yl)oxy)propan-1-ol C1(CC1)N1N=C(C=C1)C=1C(=C2C(=NC(=NN2C1)C=1N(C=CN1)C)NC1=NC=CC(=C1)OCCCO)C